C(#N)C1=CC2=C(CN(C[C@H]2C2=C(C=CC=C2)C=2C(=NN(C2)CC)C(F)(F)F)C(/C=C/C(C2CC2)NC(OC(C)(C)C)=O)=O)S1 tert-butyl ((E)-4-((S)-2-cyano-4-(2-(1-ethyl-3-(trifluoromethyl)-1H-pyrazol-4-yl)phenyl)-4,7-dihydrothieno[2,3-c]pyridin-6(5H)-yl)-1-cyclopropyl-4-oxobut-2-en-1-yl)carbamate